C1(CCCCC1)C1(C(=C(C(=O)CC1(C)C)C)C)C cyclohexyl-dimethyl-isophorone